C(C)C=1NC(=C(N1)C)CC(=O)O.C(C)C=1NC(=C(N1)C)CC(=O)O.CO methanol bis(2-ethyl-4-methylimidazolyl ethanoate)